CC1(C(CCCC1)[C@@H](C(=O)NC1=CC=C(C=C1)C=1C(=NNC1C)C)NC(=O)C=1N(N=CC1)C)C N-[(1S)-1-(2,2-dimethylcyclohexyl)-2-[4-(3,5-dimethyl-1H-pyrazol-4-yl)anilino]-2-oxo-ethyl]-2-methyl-pyrazole-3-carboxamide